9,9-bis-(3-fluoro-4-aminophenyl)fluorene FC=1C=C(C=CC1N)C1(C2=CC=CC=C2C=2C=CC=CC12)C1=CC(=C(C=C1)N)F